(E)-2,4,4-trimethyl-3-(3-methylbut-2-enoxymethylene)hexa-1,5-diene CC(=C)\C(\C(C=C)(C)C)=C/OCC=C(C)C